N-tertiary butyl-3-methyl-6-fluoroindole C(C)(C)(C)N1C=C(C2=CC=C(C=C12)F)C